methyl 1-(2-(4-(8-chloro-5,6-dihydro-11H-benzo[5,6]cyclohepta[1,2-b]pyridin-11-ylidene) piperidin-1-yl) ethyl)-1H-1,2,3-triazole-5-carboxylate ClC=1C=CC2=C(CCC=3C(=NC=CC3)C2=C2CCN(CC2)CCN2N=NC=C2C(=O)OC)C1